CC(CCCC)S 2-Hexanthiol